C(CC(=O)O)(=O)O.C(C(=O)NN)(=O)NN oxalic acid, dihydrazide malonate